C(C)(C)(C)N(OC(C)(C)C(=O)O)C(C(C)(C)C)P(=O)(OCC)OCC N-(tert-butyl)-N-(1-diethylphosphono-2,2-dimethylpropyl)-O-(2-carboxyprop-2-yl)hydroxylamine